4-((3,4-dihydrobenzo[b][1,4]oxazepin-5(2H)-yl)methyl)-N-hydroxybenzamide O1C2=C(N(CCC1)CC1=CC=C(C(=O)NO)C=C1)C=CC=C2